1-(4-{3-[(1r,3R,5S,7r)-3,5-dimethyladamantan-1-yl]ureido}benzoyl)piperidine-4-carboxylic acid C[C@]12CC3(CC(C[C@@](C1)(C3)C)C2)NC(NC2=CC=C(C(=O)N3CCC(CC3)C(=O)O)C=C2)=O